[N+](=O)([O-])C1=C(C=CC[NH-])C=CC=C1 o-nitroCinnamyl-amide